COC1=CC(=NN1C1=CC=C(C=C1)CC=1N=CC=2C(N1)=NC(C(C2)C=2C=NN(C2)C)=O)C(F)(F)F {4-[5-methoxy-3-(trifluoromethyl)pyrazol-1-yl]phenyl-methyl}-6-(1-methylpyrazol-4-yl)pyrido[2,3-d]pyrimidin-7-one